NC=1SC2=C(N1)C=CC(=C2OC)C=2C=NC(=NC2)COC2CCCC2 (1S,2S)-2-((5-(2-amino-7-methoxybenzo[d]thiazole-6-yl)pyrimidine-2-yl)methoxy)cyclopentane